FC1([C@@H]2C[C@H](C[C@H](C1)N2)N(C=2N=CC(=NC2)C2=C(C=C(C=C2)C2=CN=NC(=C2)OC)O)C)F 2-(5-(((1R,3S,5S)-6,6-difluoro-8-azabicyclo[3.2.1]octan-3-yl)(methyl)amino)pyrazin-2-yl)-5-(6-methoxypyridazin-4-yl)phenol